methyl 2-(4,4-difluoroazepan-1-yl)-4,6-dimethyl-5-(trifluoromethyl)nicotinate FC1(CCN(CCC1)C1=C(C(=O)OC)C(=C(C(=N1)C)C(F)(F)F)C)F